(R)-N1,N1,N2-trimethyl-1-phenylethane-1,2-diamine CN([C@@H](CNC)C1=CC=CC=C1)C